triethylene glycol bis(2-cyanoethyl) ether C(#N)CCOCCOCCOCCOCCC#N